ClC1=C(C(=CC=C1F)Cl)C(C)OC=1C(=NC=C(C1)C1=C(C=CC(=C1)Cl)Cl)N 3-[1-(2,6-dichloro-3-fluoro-phenyl)-ethoxy]-5-(2,5-dichloro-phenyl)-pyridin-2-ylamine